(R)-4-((1-(Hydroxymethyl)cyclobutyl)amino)-2-(4-(thiazolo[5,4-d]thiazol-2-yl)-3,6-dihydropyridin-1(2H)-yl)-6,7-dihydrothieno[3,2-d]pyrimidine-5-oxide OCC1(CCC1)NC=1C2=C(N=C(N1)N1CCC(=CC1)C=1SC=3N=CSC3N1)CC[S@]2=O